N=1C=NN2C1C=C(C=C2)OC2=C(C=C(C=C2)NC2=NC=NC1=CC=C(C=C21)N2C(C([C@H](C2)COCCN(C)C)=C)=O)C (R)-1-(4-(4-([1,2,4]triazolo[1,5-a]pyridin-7-yloxy)-3-methylphenylamino)quinazolin-6-yl)-4-((2-(dimethylamino)ethoxy)methyl)-3-methylenepyrrolidin-2-one